C(C)OP(OCC)(=O)CC1=CC(=NN1CC1=CC=C(C=C1)OC)C1=CC(=CC=C1)Cl.C(CCCCCC)C1C(CCC(C1CCCCCCCCCN=C=O)CCCCCCCCCN=C=O)CCCCC 2-heptyl-3,4-bis(9-isocyanatononyl)-1-pentylcyclohexane Diethyl-{[3-(3-chlorophenyl)-1-(4-methoxybenzyl)-1H-pyrazol-5-yl]methyl}phosphonate